O=C1N(C(C2=CC=CC=C12)=O)C[C@H]1N(CCC2=CC=CC(=C12)OCCNC(=O)C1=NOC(=C1)C)C(=O)OC(C)(C)C tert-butyl (S)-1-((1,3-dioxoisoindolin-2-yl)methyl)-8-(2-(5-methylisoxazole-3-carboxamido)ethoxy)-3,4-dihydroisoquinoline-2(1H)-carboxylate